CC1CN(S(N(C1)C1=NC=C(C=C1)C(F)(F)F)(=O)=O)CC(=O)NC1C2CC3(CC(CC1C3)C2)C(=O)N 4-(2-(4-methyl-1,1-dioxido-6-(5-(trifluoromethyl)pyridine-2-yl)-1,2,6-thiadiazinan-2-yl)acetamido)adamantan-1-carboxamide